4-((4-(5-Isopropylisoxazol-3-yl)pyridin-2-yl)((4-(4-methoxy-3-methylphenyl)bicyclo[2.2.2]octan-1-yl)methyl)carbamoyl)cyclohexyl-3-hydroxyazetidine C(C)(C)C1=CC(=NO1)C1=CC(=NC=C1)N(C(=O)C1CCC(CC1)N1CC(C1)O)CC12CCC(CC1)(CC2)C2=CC(=C(C=C2)OC)C